(S)-1-(5-Chloro-1-((5-chloro-2-methoxypyridin-4-yl)oxy)-8-((1,1,1-trifluoropropan-2-yl)oxy)isoquinolin-6-yl)-4-ethyl-3-(hydroxymethyl)-1H-1,2,4-triazol ClC1=C2C=CN=C(C2=C(C=C1N1N=C(N(C1)CC)CO)O[C@H](C(F)(F)F)C)OC1=CC(=NC=C1Cl)OC